FC=1C=C2C=CN=C(C2=C(C1)C)N(C(=O)C=1C=NC(=CC1)C=1N=NN(C1)CCOC)[C@H]1CNCCC1 N-(6-fluoro-8-methyl-1-isoquinolyl)-6-[1-(2-methoxyethyl)triazol-4-yl]-N-[(3R)-3-piperidyl]pyridine-3-carboxamide